ClC1=C(OCC[C@H](C(=O)O)C)C=CC=C1C=1N(C2=NC=NC(=C2N1)OC1(CC1)C)CC1=CC(=CC=C1)Cl (R)-4-(2-chloro-3-(9-(3-chlorobenzyl)-6-(1-methylcyclopropoxy)-9H-purin-8-yl)phenoxy)-2-methylbutanoic acid